C1(=CC=CC=C1)C(C(C(=O)C1=CC=CC=C1)CC=CC1=CC=C(C=C1)C)=O 1,3-diphenyl-2-(3-(p-tolyl)allyl)propane-1,3-dione